6-(p-tolyl)-2-((3-(o-tolyl)-1,2,4-oxadiazol-5-yl)methyl)pyridazin-3(2H)-one C1(=CC=C(C=C1)C=1C=CC(N(N1)CC1=NC(=NO1)C1=C(C=CC=C1)C)=O)C